O[C@@]1(C(N(CC1)C)=O)C1=CC(=NO1)C=1C=C(C=CC1)C1=NC=CC(=N1)C(=O)N (R)-2-(3-(5-(3-hydroxy-1-methyl-2-oxopyrrolidin-3-yl)isoxazol-3-yl)phenyl)pyrimidine-4-carboxamide